2-(6-{5-Chloro-2-[(oxan-4-yl)amino]pyrimidin-4-yl}-1-oxo-2,3-dihydro-1H-isoindol-2-yl)-N-(5-cyano-2,3-dihydro-1H-inden-1-yl)acetamid ClC=1C(=NC(=NC1)NC1CCOCC1)C1=CC=C2CN(C(C2=C1)=O)CC(=O)NC1CCC2=CC(=CC=C12)C#N